C(#N)C1=NC2=CC(=CC(=C2N=C1N1CC(C(CC1)(F)F)OC)[C@@H](C)NC1=C(C(=O)O)C=CC=C1)C 2-(((1R)-1-(2-cyano-3-(4,4-difluoro-3-methoxypiperidin-1-yl)-7-meth-ylquinoxalin-5-yl)ethyl)amino)benzoic acid